OC=1NC2=CC=CC=C2C1N=NC(=S)NC1=CC(=CC=C1)C 1-[(2-hydroxy-1H-indol-3-yl)imino]-3-(3-methylphenyl)thiourea